(4-(3-bromopropyl)piperazin-1-yl)(4-((5-chloro-4-(methylamino)pyrimidin-2-yl)amino)-3-methoxyphenyl)methanone BrCCCN1CCN(CC1)C(=O)C1=CC(=C(C=C1)NC1=NC=C(C(=N1)NC)Cl)OC